COC1=CC=C(C=C1)N(C(=O)N1CCC(CC1)C(=O)C1=CC=C2C=CN(C2=C1)C)C 6-{1-[(4-Methoxy-phenyl)-methyl-carbamoyl]-piperidin-4-carbonyl}-1-methyl-1H-indol